2,6-diphenyltriazine C1(=CC=CC=C1)N1NC(=CC=N1)C1=CC=CC=C1